CC1=CC(=C(C(=C1)C)NC2=CC=CC=C2)C Trimethyl-n-propoxysilane